(4'-fluoro-[1,1'-biphenyl]-2-yl)(3-methoxy-4-(4-methyl-1H-imidazol-1-yl)phenyl)methanone FC1=CC=C(C=C1)C1=C(C=CC=C1)C(=O)C1=CC(=C(C=C1)N1C=NC(=C1)C)OC